octanediol chloroacetate ClCC(=O)OC(CCCCCCC)O